C(C)(C)(C)OC(NCCC1=CN=CN1C)=O 2-(1-methyl-1H-imidazole-5-yl)ethyl-carbamic acid tert-butyl ester